OC(C)C=1C=C(C=CC1)NC(C1=CC=C(C=C1)S(N(C)C1=CC=C(C=C1)OC)(=O)=O)=O N-(3-(1-hydroxyethyl)phenyl)-4-(N-(4-methoxyphenyl)-N-methylsulfamoyl)benzamide